α-mercaptoethanol SC(C)O